tert-butyl (2-chloro-4-(dimethylamino)pyrimidin-5-yl)carbamate ClC1=NC=C(C(=N1)N(C)C)NC(OC(C)(C)C)=O